(2S)-1-{[7-methyl-2-(2-methylbiphenyl-3-yl)furo[2,3-c]pyridin-5-yl]methyl}piperidine-2-carboxylic acid CC=1N=C(C=C2C1OC(=C2)C=2C(=C(C=CC2)C2=CC=CC=C2)C)CN2[C@@H](CCCC2)C(=O)O